hexahydropyrimidin-4-one hydrochloride Cl.N1CNC(CC1)=O